5-fluoro-1-[(2R,5S)-2-(hydroxymethyl)-1,3-oxathiolan-5-yl]cytosine FC=1C(=NC(N(C1)[C@@H]1CS[C@@H](O1)CO)=O)N